2-(2-methoxy-6-methylphenyl)-4-(4-(1-methyl-4-(trifluoromethyl)-1H-imidazol-2-yl)benzyl)-6,7-dihydro-pyrazolo[1,5-a]pyrimidin-5(4H)-one COC1=C(C(=CC=C1)C)C1=NN2C(N(C(CC2)=O)CC2=CC=C(C=C2)C=2N(C=C(N2)C(F)(F)F)C)=C1